The molecule is a nucleoside 5'-diphosphate(3-) arising from deprotonation of all three OH groups of the diphosphate function of of inosine 5'-diphosphate (IDP); major species at pH 7.3. It has a role as a human metabolite and a Saccharomyces cerevisiae metabolite. It is a conjugate base of an IDP. C1=NC2=C(C(=O)N1)N=CN2[C@H]3[C@@H]([C@@H]([C@H](O3)COP(=O)([O-])OP(=O)([O-])[O-])O)O